acryloyloxyethyl acetate C(C)(=O)OCCOC(C=C)=O